triethoxysilane triacrylate C(C=C)(=O)O.C(C=C)(=O)O.C(C=C)(=O)O.C(C)O[SiH](OCC)OCC